pyrazole 2,2,2-trifluoroacetate FC(C(=O)O)(F)F.N1N=CC=C1